6-Ethylsulfonyl-1,3-dimethyl-5-[5-(trifluoromethylsulfonyl)-1,3-benzoxazol-2-yl]imidazo[4,5-b]pyridin-2-on C(C)S(=O)(=O)C=1C=C2C(=NC1C=1OC3=C(N1)C=C(C=C3)S(=O)(=O)C(F)(F)F)N(C(N2C)=O)C